1-(3-fluoro-4-methoxyphenyl)-1-(4-morpholinylphenyl)prop-2-yn-1-ol FC=1C=C(C=CC1OC)C(C#C)(O)C1=CC=C(C=C1)N1CCOCC1